ClC=1C=C2C=C(N(C2=CC1)CCCS(=O)(=O)C)CN1C(N(C2=C1C=NC=C2)C(F)F)=O 3-({5-chloro-1-[3-(methylsulfonyl)propyl]-1H-indol-2-yl}methyl)-1-(difluoromethyl)-1,3-dihydro-2H-imidazo[4,5-c]pyridin-2-one